N1(CCOCC1)C=1C=CC=NC1 5-morpholinylpyridine